O=C1NC(CCC1N1N=CC2=CC=C(C(=C12)F)C#CCNC(C1=NC=C(C=C1)C=1N=CC2=C(C=CC=C2C1)C1=CC2=C(N(C(N2C)=O)C)C(=C1)C(C)C)=O)=O N-(3-(1-(2,6-dioxo-piperidin-3-yl)-7-fluoro-1H-indazol-6-yl)prop-2-yn-1-yl)-5-(8-(7-isopropyl-1,3-dimethyl-2-oxo-2,3-dihydro-1H-benzo[d]imidazol-5-yl)isoquinolin-3-yl)picolinamide